2-(4-nitrophenyl)ethylalanine [N+](=O)([O-])C1=CC=C(C=C1)CCN[C@@H](C)C(=O)O